tri(m-chlorophenyl)phosphine ClC=1C=C(C=CC1)P(C1=CC(=CC=C1)Cl)C1=CC(=CC=C1)Cl